tert-Butyl (E)-3-(4-(dimethylamino)-N-methylbut-2-enamido)-7,8-dihydro-1,6-naphthyridine-6(5H)-carboxylate CN(C/C=C/C(=O)N(C)C=1C=NC=2CCN(CC2C1)C(=O)OC(C)(C)C)C